(4S)-4-oxazolidinecarboxylic acid hydrochloride Cl.O1CN[C@@H](C1)C(=O)O